FC1(C[C@H](CC1)NC1=NN2C=NC(=C(C2=N1)OC(C)C)C=1C=NNC1)F (S)-N-(3,3-difluorocyclopentyl)-8-isopropoxy-7-(1H-pyrazol-4-yl)-[1,2,4]triazolo[1,5-c]pyrimidin-2-amine